5-(tri-fluoromethyl)isoindoline-1,3-dione FC(C=1C=C2C(NC(C2=CC1)=O)=O)(F)F